C1(CC1)S(=O)(=O)C=1C=C2N(N1)[C@@H](C[C@@H]2F)C2=CC=CC=C2 (4s,6s)-2-cyclopropylsulfonyl-4-fluoro-6-phenyl-5,6-dihydro-4H-pyrrolo[1,2-b]pyrazole